(R)-3-[2-[3-(4-Amino-8-methyl-pyrido[3,4-d]pyrimidin-6-yl)phenyl]ethynyl]-3-hydroxy-1-methyl-pyrrolidin-2-one NC=1C2=C(N=CN1)C(=NC(=C2)C=2C=C(C=CC2)C#C[C@]2(C(N(CC2)C)=O)O)C